ClC=1C(=NC=CC1C1=NC(=C(C=C1)CNC1CCOCC1)OC)C=1C(=C(C=CC1)NC(C1=NC=C(C=C1)CNCCO)=O)C N-(3-(3'-chloro-6-methoxy-5-(((tetrahydro-2H-pyran-4-yl)amino)methyl)-[2,4'-bipyridin]-2'-yl)-2-methylphenyl)-5-(((2-hydroxyethyl)amino)methyl)picolinamide